C1=CC=C(C=2C3=CC=CC=C3NC12)[B] 4-carbazolyl-boron